1-[5-[4-(4-Aminopiperidine-1-carbonyl)piperidine-1-carbonyl]-2-methoxy-phenyl]hexahydropyrimidine-2,4-dione trifluoroacetate FC(C(=O)O)(F)F.NC1CCN(CC1)C(=O)C1CCN(CC1)C(=O)C=1C=CC(=C(C1)N1C(NC(CC1)=O)=O)OC